(S)-4-(2-(tetrahydrofuran-2-yl)-6-(3-(m-tolyl)-1H-pyrazol-1-yl)pyrimidin-4-yl)morpholine O1[C@@H](CCC1)C1=NC(=CC(=N1)N1CCOCC1)N1N=C(C=C1)C=1C=C(C=CC1)C